ClC1=C(C(=NC(=N1)C#CC1CC1)NC1=CC=C(C=C1)OC(F)F)F 6-chloro-2-(cyclopropylethynyl)-N-(4-(difluoromethoxy)phenyl)-5-fluoropyrimidin-4-amine